tert-butyl(3-(4-formylbenzyl)phenyl)carbamate C(C)(C)(C)OC(NC1=CC(=CC=C1)CC1=CC=C(C=C1)C=O)=O